1-(3,5-difluorophenyl)-N-[(2-ethoxypyrimidin-4-yl)methyl]-3-methyl-5-oxopyrrolidine-3-carboxamid FC=1C=C(C=C(C1)F)N1CC(CC1=O)(C(=O)NCC1=NC(=NC=C1)OCC)C